C(C(=O)[O-])(=O)[O-].N=C1[NH2+]C(C2=CC=CC=C12)=N.N=C1[NH2+]C(C2=CC=CC=C12)=N 1,3-diiminoisoindolium oxalate